4-(4-methyl-5-thioxo-4,5-dihydro-1H-1,2,4-triazol-3-yl)piperidine-1-carboxylic acid CN1C(=NNC1=S)C1CCN(CC1)C(=O)O